1-(4-Fluorophenyl)propan-2-amine hydrochloride Cl.FC1=CC=C(C=C1)CC(C)N